BrC=1C=CC=C2C=C(N(C12)CC1CC1)C1=NC2=C(N1C)C(=CC(=C2)C(=O)N2C[C@@H](C[C@H](C2)F)NC(OC(C)(C)C)=O)OC tert-butyl ((3R,5R)-1-(2-(7-bromo-1-(cyclopropylmethyl)-1H-indol-2-yl)-7-methoxy-1-methyl-1H-benzo[d]imidazole-5-carbonyl)-5-fluoropiperidin-3-yl)carbamate